NC1=NN=C(O1)[C@H]1[C@H]([C@@]2([C@@](OC3=C2C(=CC(=C3)OCCO)OC)([C@@H]1C1=CC=CC=C1)C1=CC=C(C=C1)OC)O)O |r| rac-(1R,2R,3S,3aR,8bS)-2-(5-amino-1,3,4-oxadiazol-2-yl)-6-(2-hydroxyethoxy)-8-methoxy-3a-(4-methoxyphenyl)-3-phenyl-2,3,3a,8b-tetrahydro-1H-cyclopenta[b]benzofuran-1,8b-diol